N-(6-{2-[(tert-butyldimethylsilyl)oxy]ethoxy}-7-methoxy-1H,2H,3H-cyclopenta[b]quinolin-9-yl)-1-(propan-2-yl)piperidin-4-amine [Si](C)(C)(C(C)(C)C)OCCOC=1C(=CC=2C(=C3C(=NC2C1)CCC3)NC3CCN(CC3)C(C)C)OC